C(C)(C)N1C(=NC(=C1)C(F)(F)F)C1=CC=C(CNC2=NC(=NN3C2=NC=C3)C3=C(C=NN3)C)C=C1 N-(4-(1-isopropyl-4-(trifluoromethyl)-1H-imidazol-2-yl)benzyl)-2-(4-methyl-1H-pyrazol-5-yl)imidazo[2,1-f][1,2,4]triazin-4-amine